2-(4-(tert-butyl)piperidin-1-yl)-2-oxoacetic acid C(C)(C)(C)C1CCN(CC1)C(C(=O)O)=O